FC(C=1C=CC=C2C(=CC=NC12)N)(F)F 8-(trifluoromethyl)quinolin-4-amine